1-((6-methoxypyridin-3-yl)methyl)-5-(3-(m-tolyl)-1,2,4-oxadiazol-5-yl)pyridin-2(1H)-one COC1=CC=C(C=N1)CN1C(C=CC(=C1)C1=NC(=NO1)C=1C=C(C=CC1)C)=O